ClC=1C(=CC2=C([C@@H](C[C@@H](O2)C(=O)NC23CC(C2)(C3)N3N=CC(=C3)C=3C=NN(C3)C(F)(F)F)O)C1)F (2R,4R)-6-chloro-7-fluoro-4-hydroxy-N-{3-[1'-(trifluoromethyl)-1H,1'H-[4,4'-bipyrazol]-1-yl]bicyclo[1.1.1]pentan-1-yl}-3,4-dihydro-2H-1-benzopyran-2-carboxamide